methyl 6-(benzyloxy)-9-(2,6-dimethylphenoxy)-[1,2,4]triazolo[5,1-a]isoquinoline-5-carboxylate C(C1=CC=CC=C1)OC1=C(N2C(C3=CC(=CC=C13)OC1=C(C=CC=C1C)C)=NC=N2)C(=O)OC